methyl 4-bromo-1-([2-(trimethylsilyl)ethoxy]methyl)indazole-7-carboxylate BrC1=C2C=NN(C2=C(C=C1)C(=O)OC)COCC[Si](C)(C)C